6-amino-9-(4-((4-aminopiperidin-1-yl)methyl)-2-fluorobenzyl)-2-ethoxy-9H-purin-8-ol NC1=C2N=C(N(C2=NC(=N1)OCC)CC1=C(C=C(C=C1)CN1CCC(CC1)N)F)O